ClC1=CC=C(C=C1)C(=C(CC)C1=CC=CC=C1)C1=CC=C(OCCN2CCN(CC2)CC2CCNCC2)C=C1 1-(2-(4-(1-(4-chlorophenyl)-2-phenylbut-1-en-1-yl)phenoxy)ethyl)-4-(piperidin-4-ylmethyl)piperazine